ClC1=C(C(=O)OC)C(=CC=C1NS(=O)(=O)CCC)F methyl 2-chloro-6-fluoro-3-(propylsulfonamido)benzoate